CC1=C(C=CC(=C1)N1CCC(CC1)C(F)(F)F)NC1=CC=2OCC(NC2N=C1)=O 7-((2-methyl-4-(4-(trifluoromethyl)piperidin-1-yl)phenyl)amino)-2H-pyrido[3,2-b][1,4]oxazin-3(4H)-one